tert-Butyl (7-methyl-1-((2-(trimethylsilyl)ethoxy)methyl)-1H-pyrrolo[3,2-b]pyridin-6-yl)carbamate CC1=C2C(=NC=C1NC(OC(C)(C)C)=O)C=CN2COCC[Si](C)(C)C